BrC=1C(=C(C(=NC1)F)F)C 5-bromo-2,3-difluoro-4-methylpyridine